CC(C(=O)OCCCCCC)=C hexyl (methyl)acrylate